CC(CNC(CC1C(NC2=C(S1)N=CC=C2)=O)=O)(CC)C N-(2,2-dimethylbutyl)-2-(2-oxo-2,3-dihydro-1H-pyrido[2,3-b][1,4]thiazin-3-yl)acetamide